7H,8H-imidazo[1,5-a]pyrazin-8-one C=1N=CN2C1C(NC=C2)=O